FC1=CC=C(C=C1)C(=O)N1[C@@H](C=2N(CC1)C(=NN2)C2=NC(=NS2)C)CCO (R)-(4-fluorophenyl)(8-(2-hydroxyethyl)-3-(3-methyl-1,2,4-thiadiazol-5-yl)-5,6-dihydro-[1,2,4]triazolo[4,3-a]pyrazin-7(8H)-yl)methanone